N-(3-(trifluoromethoxy)benzyl)-1H-1,2,4-triazole-3-carboxamide FC(OC=1C=C(CNC(=O)C2=NNC=N2)C=CC1)(F)F